Ethyl ((S)-((2-aminoethyl)thio)(ethoxy)phosphoryl)-L-alaninate Fumarate salt C(\C=C\C(=O)O)(=O)O.NCCS[P@@](=O)(OCC)N[C@@H](C)C(=O)OCC